2-[(1R,3R,5S)-3-[[5-cyclopropyl-3-(2,6-difluorophenyl)-1,2-oxazol-4-yl]carbonyloxy]-8-azabicyclo[3.2.1]octan-8-yl]-4-methoxy-1,3-benzothiazole-6-carboxylic acid C1(CC1)C1=C(C(=NO1)C1=C(C=CC=C1F)F)C(=O)OC1C[C@H]2CC[C@@H](C1)N2C=2SC1=C(N2)C(=CC(=C1)C(=O)O)OC